(1-(4-(4-(((tetrahydro-2H-pyran-2-yl)oxy)methyl)-1H-1,2,3-triazol-1-yl)phenyl)ethyl)methacrylamide O1C(CCCC1)OCC=1N=NN(C1)C1=CC=C(C=C1)C(C)C=C(C(=O)N)C